ClC=1C(=NC=CC1C1=NC(=C(C=C1)CN1CC2(C1)CNC(C2)=O)OC)C2=C(C(=NC=C2)C2=CC(=C(CN1CC3(C1)CNC(C3)=O)C=C2)OC)Cl 2-(4-(3',3''-dichloro-6-methoxy-5-((7-oxo-2,6-diazaspiro[3.4]octan-2-yl)methyl)-[2,4':2',4''-terpyridin]-2''-yl)-2-methoxybenzyl)-2,6-diazaspiro[3.4]octan-7-one